C1(CC1)C1=NN=C(S1)N1N=CC2=C(C=C(C=C12)S(=O)(=O)NC1(COC1)CF)N1CCN(CC1)C(C(C)C)=O 1-(5-cyclopropyl-1,3,4-thiadiazol-2-yl)-N-[3-(fluoromethyl)oxetan-3-yl]-4-[4-(2-methylpropanoyl)piperazin-1-yl]indazole-6-sulfonamide